C1(CC1)CNC1=NC=CC(=C1)C=1OC=C(N1)C(=O)NC=1C(=NN(C1)C1=CC=C(C(=O)O)C=C1)C(F)F 4-[4-[[2-[2-(Cyclopropylmethylamino)-4-pyridyl]oxazole-4-carbonyl]amino]-3-(difluoromethyl)pyrazol-1-yl]benzoic acid